trimethylolpropane tris[3-(2-methyl aziridinyl) propionate] CC1N(C1)CCC(=O)O.CC1N(C1)CCC(=O)O.CC1N(C1)CCC(=O)O.C(O)C(CC)(CO)CO